1-(((1'R,2'R)-6-hydroxy-5'-methyl-4-pentyl-2'-(prop-1-en-2-yl)-1',2',3',4'-tetrahydro-[1,1'-biphenyl]-2-yl)oxy)-2-methyl-1-oxopropan-2-yl phosphate di-ammonium salt [NH4+].[NH4+].P(=O)(OC(C(=O)OC1=C(C(=CC(=C1)CCCCC)O)[C@H]1[C@@H](CCC(=C1)C)C(=C)C)(C)C)([O-])[O-]